C1(CCCCC1)[C@@H]1[C@@H](C2=CC=C(C=C2CC1)O)C1=CC=C(C=C1)N1CCC(CC1)C=O 1-(4-((1R,2R)-2-Cyclohexyl-6-hydroxy-1,2,3,4-tetrahydronaphthalen-1-yl)phenyl)piperidine-4-carbaldehyde